4-ethyl-5-methylisoxazol-3-amine C(C)C=1C(=NOC1C)N